N-[4-chloro-6-[3-(4-methylpiperazin-1-yl)phenoxy]-5-(trifluoromethyl)pyrimidin-2-yl]-1-methyl-pyrazole-4-sulfonamide ClC1=NC(=NC(=C1C(F)(F)F)OC1=CC(=CC=C1)N1CCN(CC1)C)NS(=O)(=O)C=1C=NN(C1)C